C(C)(C)(C)OC(=O)NC1=C(C=C(C=C1)C=1SC=CC1)NC(=O)C1=CC=C(C=N1)S(=NC(OC(C)(C)C)=O)(=O)CCOC tert-butyl N-[[6-[[2-(tert-butoxycarbonylamino)-5-(2-thienyl)phenyl]carbamoyl]-3-pyridyl]-(2-methoxyethyl)-oxo-sulfanylidene]carbamate